(Z)-3-((3-butyl-3-methyl-7-(methylthio)-1,1-dioxido-5-phenyl-2,3,4,5-tetrahydro-1,5-benzothiazepin-8-yl)oxy)-2-fluoroacrylic acid C(CCC)C1(CS(C2=C(N(C1)C1=CC=CC=C1)C=C(C(=C2)O\C=C(\C(=O)O)/F)SC)(=O)=O)C